FC1=CC=C2C(=CNC2=C1)CC1=NC=CC=C1 6-fluoro-3-(pyridin-2-ylmethyl)-1H-indole